1,3-bis(alpha-isocyanatoisopropyl)benzene N(=C=O)C(C)(C)C1=CC(=CC=C1)C(C)(C)N=C=O